C1(=CC=C(C=C1)N)N p-phenylenebisAmine